C(#N)C1=C(C=C(C2=C1CC(O2)([2H])[2H])C2=CC=C(C=C2)OC(F)(F)F)NCC(C(=O)NO)=C 2-[[[4-cyano-2,2-dideuterio-7-[4-(trifluoromethoxy)phenyl]-3H-benzofuran-5-yl]amino]methyl]prop-2-enehydroxamic acid